2-Amino-N-[2-chloro-5-[[5-(difluoromethoxy)pyridin-2-yl]carbamoyl]-4-fluorophenyl]-1,3-thiazole-5-carboxamide NC=1SC(=CN1)C(=O)NC1=C(C=C(C(=C1)C(NC1=NC=C(C=C1)OC(F)F)=O)F)Cl